methyl-5-nitro-2-(pyridin-2-yl)-1H-indole CN1C(=CC2=CC(=CC=C12)[N+](=O)[O-])C1=NC=CC=C1